6-(4-ethoxyphenyl)-N-(3-morpholinopropyl)isoquinoline-8-carboxamide C(C)OC1=CC=C(C=C1)C=1C=C2C=CN=CC2=C(C1)C(=O)NCCCN1CCOCC1